(3S,4R)-1-benzyl-3-methyl-1,6-diazaspiro[3.4]octane C(C1=CC=CC=C1)N1C[C@@H]([C@]12CNCC2)C